[Si].[Mo] molybdenum-silicon